Niobium Pentaethoxide [O-]CC.[O-]CC.[O-]CC.[O-]CC.[O-]CC.[Nb+5]